(R)-4-(4-hydroxy-4-methylcyclohexyl)-2,2-dimethyloxazolidine-3-carboxylic acid tert-butyl ester C(C)(C)(C)OC(=O)N1C(OC[C@H]1C1CCC(CC1)(C)O)(C)C